N-(3-(5-fluoropyridin-3-yl)-4-methylphenyl)-6-azabicyclo[3.1.1]heptane-2,6-dicarboxamide FC=1C=C(C=NC1)C=1C=C(C=CC1C)NC(=O)C1C2N(C(CC1)C2)C(=O)N